ClC1=NC(=CC(=N1)N1C[C@H]2CC[C@@H](C1)N2C(=O)OC(C)(C)C)Cl tert-butyl (1R,5S)-3-(2,6-dichloropyrimidin-4-yl)-3,8-diazabicyclo[3.2.1]octane-8-carboxylate